tert-butyl 2-(2,2'-dimethyl-3'-(3-(2-oxo-1,9-diazaspiro[5.5]undec-9-yl) propoxy)-[1,1'-biphenyl]-3-yl)-6,7-dihydrothiazolo[4,5-c]pyridine-5(4H)-carboxylate CC1=C(C=CC=C1C=1SC2=C(CN(CC2)C(=O)OC(C)(C)C)N1)C1=C(C(=CC=C1)OCCCN1CCC2(CCCC(N2)=O)CC1)C